C1=CC=CC=2C3=CC=CC=C3C(C12)COC(=O)N1COC([C@@H]1CCCC(=O)O)=O 4-[(4S)-3-[(9H-fluoren-9-ylmethoxy)carbonyl]-5-oxo-1,3-oxazolidin-4-yl]butanoic acid